3-[3-[[ethyl(methyl)sulfamoyl]amino]-2-fluoro-benzoyl]-5-(2-piperazin-1-ylpyrimidin-5-yl)-1H-pyrrolo[2,3-b]pyridine C(C)N(S(=O)(=O)NC=1C(=C(C(=O)C2=CNC3=NC=C(C=C32)C=3C=NC(=NC3)N3CCNCC3)C=CC1)F)C